bis-(2-ethylhexyl)phosphoric acid C(C)C(COP(OCC(CCCC)CC)(O)=O)CCCC